NCC(CCCCCCCC)N (1-aminomethyl)nonane-1-amine